N-[3-[2-(difluoromethoxy)-5-[4-(4-methylpiperazine-1-carbonyl)phenoxy]phenyl]-1-methyl-pyrazol-4-yl]pyrazolo[1,5-a]pyrimidine-3-carboxamide FC(OC1=C(C=C(C=C1)OC1=CC=C(C=C1)C(=O)N1CCN(CC1)C)C1=NN(C=C1NC(=O)C=1C=NN2C1N=CC=C2)C)F